5-(1',2'-dihydrospiro[cyclopropane-1,3'-pyrrolo[2,3-b]pyridin]-5'-yl)-3-methyl-2-oxoindoline-3-carbonitrile N1CC2(C=3C1=NC=C(C3)C=3C=C1C(C(NC1=CC3)=O)(C#N)C)CC2